methyl 3-benzylthio-5-chloro-4-fluorobenzoate C(C1=CC=CC=C1)SC=1C=C(C(=O)OC)C=C(C1F)Cl